C1(CC1)[C@H]1CN(C[C@H](O1)C=1C=NN(C1)C1CC1)C1=NC2=NC(=C(N=C2C(=N1)C1=C(C=C(C=C1)F)F)C)C (2S,6R)-2-cyclopropyl-6-(1-cyclopropylpyrazol-4-yl)-4-[4-(2,4-difluorophenyl)-6,7-dimethyl-pteridin-2-yl]morpholine